FC1=C(C=C2C(N(C(N(C2=C1)C1CCN(CC1)C=O)=O)CC1=CC(=C(C=C1)OCCC)OC)=O)OC(CF)CF 4-{7-fluoro-6-[2-fluoro-1-(fluoromethyl)ethoxy]-3-(3-methoxy-4-propoxybenzyl)-2,4-dioxo-3,4-dihydroquinazolin-1(2H)-yl}piperidine-1-carbaldehyde